COC(C=C)=O 2-Propenoic acid methylester